indol-4-yl 2-oxa-6-azaspiro[3.3]heptane-6-carboxylate formate salt C(=O)O.C1OCC12CN(C2)C(=O)OC2=C1C=CNC1=CC=C2